C(CCCCCCCCCCCCCCCCC)N1C(=C(C(C(=C1)O)=O)O)CC N-octadecyl-2-ethyl-3,5-dihydroxypyridin-4-one